COC=1C=C(C=CC1OC)C=1NC2=CC=C(C=C2C1C(C)C)C1=NN=C(O1)C(=O)N1C[C@H](CC1)N(C)C (S)-(5-(2-(3,4-dimethoxyphenyl)-3-isopropyl-1H-indol-5-yl)-1,3,4-oxadiazol-2-yl)(3-(dimethylamino)pyrrolidin-1-yl)methanone